N[C@H](C(=O)N[C@H](C(=O)N(C)C)CC(C)C)CCC1=NC2=C(N1C)C=CC(=C2)N(CCCl)CCCl (2S)-2-[[(2S)-2-amino-4-[5-[bis(2-chloroethyl)amino]-1-methyl-benzimidazol-2-yl]butanoyl]amino]-N,N,4-trimethyl-pentanamide